C(C)S(=O)(=O)OC=1C=NC(=NC1)C=1C=NN(C1NC(=O)O[C@H](C)C=1C(=NC=C(C1)F)Cl)C (R)-2-(5-(((1-(2-chloro-5-fluoropyridin-3-yl)ethoxy)carbonyl)amino)-1-methyl-1H-pyrazol-4-yl)pyrimidin-5-yl ethanesulfonate